FC(C(=O)C=1C=CC2=C(N(CCO2)CC(F)(F)F)C1)F 2,2-difluoro-1-[4-(2,2,2-trifluoroethyl)-2,3-dihydro-1,4-benzoxazin-6-yl]ethanone